4-((2,2-dimethyl-[1,3]dioxolo[4,5-f]quinolin-9-yl)oxy)-3,5-difluoroaniline CC1(OC=2C(=C3C(=CC=NC3=CC2)OC2=C(C=C(N)C=C2F)F)O1)C